COC1=CC=C(C=C1)N1C(C(=NC2=CC=CC=C12)C(=O)O)=O 1-(4-methoxyphenyl)-2-oxo-1,2-dihydroquinoxaline-3-carboxylic acid